2-(5-((1H-imidazol-1-yl)methyl)thiophen-2-yl)-N-(tert-butyl)-4-isobutylbenzenesulfonamide N1(C=NC=C1)CC1=CC=C(S1)C1=C(C=CC(=C1)CC(C)C)S(=O)(=O)NC(C)(C)C